CN1N=C(C=C1C)NC1=NC=C(C(=N1)C1=CNC2=C(C=CC=C12)N1C(C2=CC=CC(=C2C1)C1=CC(=NC=C1)N(C)C)=O)C 2-(3-(2-((1,5-dimethyl-1H-pyrazol-3-yl)amino)-5-methylpyrimidin-4-yl)-1H-indol-7-yl)-4-(2-(dimethylamino)pyridin-4-yl)isoindolin-1-one